C12CCCC2CCC1 bicyclo(3.3.0)octane